1-(5-((4-fluorophenyl)amino)-6-(1-methyl-1H-imidazol-4-yl)isoindolin-2-yl)prop-2-en-1-one FC1=CC=C(C=C1)NC=1C=C2CN(CC2=CC1C=1N=CN(C1)C)C(C=C)=O